FC=1CS(=O)(=O)OCCC1 2-fluoro-2-pentene-1,5-sultone